ethyl 3-nitro-4-(2,3,5,6-tetrafluoro-4-(methylthio)phenoxy)benzoate [N+](=O)([O-])C=1C=C(C(=O)OCC)C=CC1OC1=C(C(=C(C(=C1F)F)SC)F)F